FC1=CC(=C(C=C1)O)OCC1=CC=C(C=C1)OC 4-fluoro-2-((4-methoxybenzyl)oxy)phenol